BrC1=CC=CC=2C3=C(OC21)C=CC(=C3)C(C)(C)C 6-bromo-2-(tert-butyl)dibenzo[b,d]furan